C(C)(=O)N1CCN(CC1)CC1=C(C=C(C=C1)C1=NC=CC(=C1Cl)C=1C(=C(C=CC1)C1=CC=C(C(=N1)OC)CN1CCN(CC1)C(C)=O)Cl)OC 1-(4-((6-(3-(2-(4-((4-Acetylpiperazin-1-yl)methyl)-3-methoxyphenyl)-3-chloropyridin-4-yl)-2-chlorophenyl)-2-methoxypyridin-3-yl)methyl)piperazin-1-yl)ethan-1-one